(±)-5-hydroxy-1-pentylcyclopent-1-ene O[C@@H]1CCC=C1CCCCC |r|